2-({[2-(2-Methylbiphenyl-3-yl)-6-(2-morpholin-4-ylethoxy)-1,3-benzoxazol-5-yl]methyl}amino)ethanol CC1=C(C=CC=C1C=1OC2=C(N1)C=C(C(=C2)OCCN2CCOCC2)CNCCO)C2=CC=CC=C2